((R)-2-((tert-butoxycarbonyl)amino)-5-methoxy-5-oxopentanoyl)-D-glutamic acid di-tert-butyl ester C(C)(C)(C)OC([C@H](NC([C@@H](CCC(=O)OC)NC(=O)OC(C)(C)C)=O)CCC(=O)OC(C)(C)C)=O